(S)-2-isopropyl-1-methylpiperazine C(C)(C)[C@@H]1N(CCNC1)C